C(C(C)C)(=O)N1C(CN(CC1C(F)(F)F)S(=O)(=O)C1=CC=CC=C1)C(=O)O 1-isobutyryl-4-(phenylsulfonyl)-6-(trifluoromethyl)piperazine-2-carboxylic acid